3-(4-chlorophenyl)-1-[3-(4-fluorophenyl)phenyl]urea ClC1=CC=C(C=C1)NC(NC1=CC(=CC=C1)C1=CC=C(C=C1)F)=O